5-methyl-4-nitro-1-(tetrahydro-2H-pyran-2-yl)-1H-pyrazole CC1=C(C=NN1C1OCCCC1)[N+](=O)[O-]